NC1=NC=CC=C1C1=NC=2C(=NC(=CC2)C2=CC=CC=C2)N1C1=CC=C(CN2CC3(CCN(C3)C3=CC(=C(C=O)C=C3)O)CC2)C=C1 4-(7-(4-(2-(2-Aminopyridin-3-yl)-5-phenyl-3H-imidazo[4,5-b]pyridin-3-yl)benzyl)-2,7-diazaspiro[4.4]nonan-2-yl)-2-hydroxybenzaldehyde